4-((2S,5R)-4-((S)-(4-chlorophenyl)(pyridin-2-yl)methyl)-5-ethyl-2-methylpiperazin-1-yl)-1-methyl-2-oxo-1,2-dihydropyrido[3,2-d]pyrimidine-6-carbonitrile ClC1=CC=C(C=C1)[C@H](N1C[C@@H](N(C[C@H]1CC)C=1C2=C(N(C(N1)=O)C)C=CC(=N2)C#N)C)C2=NC=CC=C2